C12(C=CC3=CC(=CC=C13)O)C=CC1=CC(=CC=C12)O spirobiindene-5,5'-diol